ethyl (S)-3-(3-(4-hydroxy-1-methyl-2-oxo-1,2-dihydropyridin-3-yl)ureido)-3-(2'-methylbiphenyl-3-yl)propanoate OC1=C(C(N(C=C1)C)=O)NC(N[C@@H](CC(=O)OCC)C=1C=C(C=CC1)C1=C(C=CC=C1)C)=O